(E)-N'-(phenyl(pyridin-2-yl)methylene)azetidine-1-carbothiohydrazide C1(=CC=CC=C1)/C(=N\NC(=S)N1CCC1)/C1=NC=CC=C1